(1S,4S,7Z,10S,16E,21R)-7-ethylidene-4,21-di(prop-2-yl)-2-oxa-12,13-dithia-5,8,20,23-tetraazabicyclo[8.7.6]tricosa-16-ene C(/C)=C/1\CN[C@H](CO[C@@H]2/C=C/CCSSC[C@H](CN1)NC[C@H](NCC2)C(C)C)C(C)C